tert-butyl ((1S,3R)-3-((4-methoxybenzyl)carbamoyl)cyclopentyl)carbamate COC1=CC=C(CNC(=O)[C@H]2C[C@H](CC2)NC(OC(C)(C)C)=O)C=C1